C(C)NCCCN(CCC)CC 1,5-Diethyl-1,5-diazaoctan